N,N'-bis[3-(diethoxymethyl)propyl]terephthalamide C(C)OC(CCCNC(C1=CC=C(C(=O)NCCCC(OCC)OCC)C=C1)=O)OCC